C(#N)C1=CC=C(COC2=CC=CC(=N2)C2CCN(CC2)CC2=NC3=C(N2CCOC)C=C(C(=C3)F)C(=O)O)C=C1 2-[(4-{6-[(4-cyanobenzyl)oxy]pyridin-2-yl}piperidin-1-yl)methyl]-5-fluoro-1-(2-methoxyethyl)-1H-benzimidazole-6-carboxylic acid